C(C1=CC=CC=C1)OC1=NN(C=C1C)C1CCN(CC1)C(=O)OC(C)(C)C tert-butyl 4-(3-(benzyloxy)-4-methyl-1H-pyrazol-1-yl)piperidine-1-carboxylate